[N+](=O)([O-])C1=C(C=CC=C1)S(=O)(=O)O[C@@H](C(=O)NC=1N=C2N(C1)C(CC2)C2=CC(=CC(=C2)F)F)C (2R)-1-((5-(3,5-difluorophenyl)-6,7-dihydro-5H-pyrrolo[1,2-a]imidazol-2-yl)amino)-1-oxopropan-2-yl 2-nitrobenzenesulfonate